3-(4-bromophenyl)benzo[kl]xanthene BrC1=CC=C(C=C1)C=1C=CC2=C3C1C=CC=C3OC=3C=CC=CC23